[1-(2-aminoethyl)imidazo[4,5-c]pyridin-6-yl]-5-(4-pyridyl)thiazol-2-amine NCCN1C=NC=2C=NC(=CC21)C=2N=C(SC2C2=CC=NC=C2)N